CS(=O)(=O)OCC=1C=C2CCN(CC2=C(C1)C1=CC=C(C=C1)C(F)(F)F)C(=O)OC(C)(C)C tert-butyl 6-(((methylsulfonyl)oxy) methyl)-8-(4-(trifluoromethyl) phenyl)-3,4-dihydroisoquinoline-2(1H)-carboxylate